(S)-3-(3,3-difluorocyclobutyl)-N-((S)-1-(3-(difluoromethoxy)phenyl)butyl)-3-hydroxypropanamide FC1(CC(C1)[C@H](CC(=O)N[C@@H](CCC)C1=CC(=CC=C1)OC(F)F)O)F